C(C)NC(=O)N1[C@H]([C@]2(CCC1)NS(CCOC2)(=O)=O)COC2CCC(CC2)C2=CC=CC=C2 |o1:6,7| rel-(1R,6S)-N-ethyl-8,8-dioxo-1-({[(1s,4s)-4-phenylcyclohexyl]oxy}methyl)-11-oxa-8λ6-thia-2,7-diazaspiro[5.6]dodecane-2-carboxamide